C(C)OC(=O)C1=C(N(C2=CC(=C(C=C12)OC)F)C=1C=NN(C1)CCC)C 6-fluoro-5-methoxy-2-methyl-1-(1-propyl-1H-pyrazol-4-yl)-1H-indole-3-carboxylic acid ethyl ester